tert-butyl (2R)-4-methyl-2-(6-(1-methyl-1H-indazole-5-carboxamido)imidazo[1,2-a]pyrazin-2-yl)pyrrolidine-1-carboxylate CC1C[C@@H](N(C1)C(=O)OC(C)(C)C)C=1N=C2N(C=C(N=C2)NC(=O)C=2C=C3C=NN(C3=CC2)C)C1